(4-(1H-imidazol-2-yl)piperidin-1-yl)(4-(1H-indol-1-yl)phenyl)methanone N1C(=NC=C1)C1CCN(CC1)C(=O)C1=CC=C(C=C1)N1C=CC2=CC=CC=C12